(R)-N-(3-chloro-2-(hydroxymethyl)benzyl)-1-(2-((1-hydroxybutan-2-yl)amino)-5-methylpyrimidin-4-yl)-1H-imidazole-4-amide ClC=1C(=C(CNC(=O)C=2N=CN(C2)C2=NC(=NC=C2C)N[C@@H](CO)CC)C=CC1)CO